4-amino-N'-(3-cyanobicyclo[1.1.1]pentane-1-carbonyl)-N',1-dimethyl-N-((5-(trifluoromethyl)pyridin-2-yl)methyl)-1H-pyrazolo[4,3-c]quinoline-8-carbohydrazide NC1=NC=2C=CC(=CC2C2=C1C=NN2C)C(=O)N(N(C)C(=O)C21CC(C2)(C1)C#N)CC1=NC=C(C=C1)C(F)(F)F